6-((3S,5S)-5-(4-(Trifluoromethyl)phenyl)tetrahydrofuran-3-yl)-2-thia-6-azaspiro[3.4]octane 2,2-dioxide FC(C1=CC=C(C=C1)[C@@H]1C[C@@H](CO1)N1CC2(CS(C2)(=O)=O)CC1)(F)F